acryloyloxyn-butyl isocyanate C(C=C)(=O)OCCCCN=C=O